methyl 2-ethyl-3,7-dimethyl-6-[4-(trifluoromethoxy) phenoxy]-4-quinolinecarboxylate C(C)C1=NC2=CC(=C(C=C2C(=C1C)C(=O)OC)OC1=CC=C(C=C1)OC(F)(F)F)C